(E)-3-(5-fluoro-1-tosyl-1H-pyrrolo[2,3-b]pyridin-3-yl)acrylic acid tert-butyl ester C(C)(C)(C)OC(\C=C\C1=CN(C2=NC=C(C=C21)F)S(=O)(=O)C2=CC=C(C)C=C2)=O